N(C1=CC=CC=C1)C1=C(NC2=C1C(N(C[C@H]2CC(F)(F)F)C)=O)C2=CC(=NC=C2)NC(C(CC(F)F)C2=CC=C(C=C2)F)=O |r| N-{4-[(7RS)-3-anilino-5-methyl-4-oxo-7-(2,2,2-trifluoroethyl)-4,5,6,7-tetrahydro-1H-pyrrolo-[3,2-c]pyridin-2-yl]pyridin-2-yl}-4,4-difluoro-2-(4-fluorophenyl)butanamide